OC1=C(C=C(C=C1)NC(=O)C1=CC=C(C=C1)C1=C(C=C(C=C1)C(F)(F)F)Cl)NC(CC)=O N-(4-hydroxy-3-propionamidophenyl)-2'-chloro-4'-(trifluoromethyl)-[1,1'-biphenyl]-4-carboxamide